FC=1C(=CC2=C(N=C(S2)N)C1C)OC 5-fluoro-6-methoxy-4-methylbenzo[d]thiazol-2-amine